Cl.O1N=C(C=C1)N1C[C@@H](CCC1)NC (R)-1-(isoxazol-3-yl)-N-methylpiperidin-3-amine hydrochloride